C1(=CC=C(C=C1)SN)C S-p-tolyl-sulfenamide